FC(N1C(=NN=C1)[C@@H](C1(COC1)C=1C=C(C=CC1)N1C(C2=CC(=CC(=C2C1)C(F)(F)F)CN1[C@H](CN(CC1)C)C(C)C)=O)F)F 2-(3-(3-((R)-(4-(difluoromethyl)-4H-1,2,4-triazol-3-yl)fluoromethyl)oxetan-3-yl)phenyl)-6-(((S)-2-isopropyl-4-methyl-piperazin-1-yl)methyl)-4-(trifluoromethyl)isoindolin-1-one